4-chloro-4-deoxy-alpha-D-galactopyranosyl 1,6-dichloro-1,6-dideoxy-beta-D-fructofuranoside ClC[C@]1(O[C@@H]2[C@H](O)[C@@H](O)[C@H]([C@H](O2)CO)Cl)[C@@H](O)[C@H](O)[C@H](O1)CCl